bis-(4-dodecylphenyl)iodonium hexafluoroantimonate F[Sb-](F)(F)(F)(F)F.C(CCCCCCCCCCC)C1=CC=C(C=C1)[I+]C1=CC=C(C=C1)CCCCCCCCCCCC